4-{1-[2-(dimethylamino)ethyl]-3-(1-ethyl-3-methyl-1H-pyrazol-5-yl)-1H-1,2,4-triazol-5-yl}-1-methyl-1H-pyrazolo[4,3-c]pyridine-6-carboxamide CN(CCN1N=C(N=C1C1=NC(=CC2=C1C=NN2C)C(=O)N)C2=CC(=NN2CC)C)C